1-(((S)-2-((tert-Butoxycarbonyl) amino)-3-methylbutanoyl) oxy)-2-methylpropyl 3-(2-(dimethylamino) ethyl)-5-methoxy-1H-indole-1-carboxylate CN(CCC1=CN(C2=CC=C(C=C12)OC)C(=O)OC(C(C)C)OC([C@H](C(C)C)NC(=O)OC(C)(C)C)=O)C